4-(1H-imidazol-5-yl)-N-(2-(2-methyl-1H-indol-3-yl)ethyl)benzamide N1C=NC=C1C1=CC=C(C(=O)NCCC2=C(NC3=CC=CC=C23)C)C=C1